C(C)(C)(C)OC(=O)N1C2(CC2)CN(CC1)C=1C=CC=2N(C(C=C(N2)C=2C=C(C=3N(N2)C=C(N3)C)C)=O)C1.BrC=1C=CC(=C3CNC(C13)=O)C1=CC=NC=C1 7-bromo-4-(pyridin-4-yl)isoindolin-1-one TERT-BUTYL-7-[2-(2,8-DIMETHYLIMIDAZO[1,2-B]PYRIDAZIN-6-YL)-4-OXO-PYRIDO[1,2-A]PYRIMIDIN-7-YL]-4,7-DIAZASPIRO[2.5]OCTANE-4-CARBOXYLATE